CC1=CC=C(C=C1)CN1C(CCC1=O)CC(=O)OCCOC1=C(C=CC=C1)Cl 2-(2-chlorophenoxy)ethyl 2-[1-[(4-methylphenyl)methyl]-5-oxopyrrolidin-2-yl]acetat